C(CCCCCCCCCCCCCCC)(=O)OC[C@@H](OC(CCCCCCC\C=C/CCCCCCCC)=O)COP(=O)([O-])OCC[N+](C)(C)C 1-Palmitoyl-2-oleoyl-sn-glycero-3-Phosphocholin